1-(9Z-nonadecenoyl)-2-(9Z,12Z-octadecadienoyl)-glycero-3-phospho-(1'-sn-glycerol) CCCCCCCCC/C=C\CCCCCCCC(=O)OC[C@H](COP(=O)(O)OC[C@H](CO)O)OC(=O)CCCCCCC/C=C\C/C=C\CCCCC